C(C)(=O)NC1=NC=C(C(=C1)NC(OC(C)(C)C)=O)OCCOC(F)F tert-butyl (2-acetamido-5-(2-(difluoromethoxy)ethoxy)pyridin-4-yl)carbamate